(S)-5-(1-phenylethyl)-2-(piperazin-1-yl)pyrimidine C1(=CC=CC=C1)[C@H](C)C=1C=NC(=NC1)N1CCNCC1